ethyl 2-[(1R,3S)-1-[(3-bromophenyl)methyl]-3-{N-[(4-methoxyphenyl)methyl]methanesulfonamido}cyclopentyl]-5-methyl-1,3-oxazole-4-carboxylate BrC=1C=C(C=CC1)C[C@]1(C[C@H](CC1)N(S(=O)(=O)C)CC1=CC=C(C=C1)OC)C=1OC(=C(N1)C(=O)OCC)C